3-(5-Chloro-2-methoxyphenyl)-1-methyl-1H-1,2,4-triazole ClC=1C=CC(=C(C1)C1=NN(C=N1)C)OC